2-(6-hydroxyhexyl)isoindoline-1,3-dione OCCCCCCN1C(C2=CC=CC=C2C1=O)=O